bis-(γ-triethoxysilylpropyl) disulfide C(C)O[Si](CCCSSCCC[Si](OCC)(OCC)OCC)(OCC)OCC